BrC=1N=C(N(N1)C1=NC=C(C=N1)OCC(F)(F)F)C(C)NC(C1=CC(=CC(=C1)C(F)(F)F)C(F)(F)F)=O N-[1-[5-bromo-2-[5-(2,2,2-trifluoroethoxy)pyrimidin-2-yl]-1,2,4-triazol-3-yl]ethyl]-3,5-bis(trifluoromethyl)benzamide